3-(2-(4,4-dimethylpiperidin-1-yl)acetamido)-4-methylthiophene-2-carboxylic acid sodium chloride [Cl-].[Na+].CC1(CCN(CC1)CC(=O)NC1=C(SC=C1C)C(=O)O)C